3-(benzo[d][1,3]dioxin-5-yl)-2-(3,4,5-trimethoxyphenyl)-2H-azepine O1COCC2=C1C=CC=C2C=2C(N=CC=CC2)C2=CC(=C(C(=C2)OC)OC)OC